3-(1-((2-(3,5-dichloro-phenyl)-6-((2-(4-((R)-2-hydroxypropyl)piperazin-1-yl)pyrimidin-5-yl)oxy)pyridin-4-yl)methyl)piperidin-4-yl)-2-methylpropanoic acid ClC=1C=C(C=C(C1)Cl)C1=NC(=CC(=C1)CN1CCC(CC1)CC(C(=O)O)C)OC=1C=NC(=NC1)N1CCN(CC1)C[C@@H](C)O